3-methyl-2-(2-(4,5,6,7-tetrahydro-1H-benzo[d]imidazol-5-yl)-2H-pyrazolo[3,4-b]pyridin-6-yl)-5-(trifluoromethyl)phenol CC=1C(=C(C=C(C1)C(F)(F)F)O)C=1C=CC=2C(N1)=NN(C2)C2CC1=C(NC=N1)CC2